(5S)-9,9-dimethyl-8-oxo-2-[3-(thiophen-2-yl)benzene-1-carbonyl]-2-azaspiro[4.5]dec-6-ene-7-carbonitrile CC1(C(C(=C[C@@]2(CCN(C2)C(=O)C2=CC(=CC=C2)C=2SC=CC2)C1)C#N)=O)C